6-(7-(3-Chloro-2-cyclopropyl-5-hydroxyphenyl)-8-fluoro-2-(((2R,7aS)-2-fluorotetrahydro-1H-pyrrolizin-7a(5H)-yl)methoxy)pyrido[4,3-d]pyrimidin-4-yl)-6-azaspiro[3.5]nonan-2-ol ClC=1C(=C(C=C(C1)O)C1=C(C=2N=C(N=C(C2C=N1)N1CC2(CC(C2)O)CCC1)OC[C@]12CCCN2C[C@@H](C1)F)F)C1CC1